2-[[2-(2-fluorophenyl)acetyl]amino]-4-[2-phenoxyethyl-[4-(5,6,7,8-tetrahydro-1,8-naphthyridin-2-yl)butyl]amino]butanoic acid FC1=C(C=CC=C1)CC(=O)NC(C(=O)O)CCN(CCCCC1=NC=2NCCCC2C=C1)CCOC1=CC=CC=C1